N-((3S,4S)-3-((8-(1-cyclopropyl-1H-pyrazol-4-yl)-6-(2,6-dichloro-3,5-dimethoxyphenyl)pyrido[3,4-d]pyrimidin-2-yl)amino)tetrahydro-2H-pyran-4-yl)acrylamide C1(CC1)N1N=CC(=C1)C1=NC(=CC2=C1N=C(N=C2)N[C@@H]2COCC[C@@H]2NC(C=C)=O)C2=C(C(=CC(=C2Cl)OC)OC)Cl